dipropylene glycol mono-2-ethylhexyl ether C(C)C(COC(C)COC(C)CO)CCCC